C(C)(C)(C)C=1C=C(C=C(C1O)C)CCC(=O)OCCOCCOCCOC(CCC1=CC(=C(C(=C1)C)O)C(C)(C)C)=O triethylene glycol-bis(3-(3-tert-butyl-5-methyl-4-hydroxyphenyl) propionate)